NC1=C(C2=C(C=3N(C(=C2)C)N=C(N3)C)N1C1=C(C(=CC=C1C)O)C)C(=O)N 8-amino-9-(3-hydroxy-2,6-dimethylphenyl)-2,5-dimethyl-9H-pyrrolo[2,3-c][1,2,4]triazolo[1,5-a]pyridine-7-carboxamide